methyl-4-[(1-methylcyclopropyl)amino]-N-(1,3-oxazol-2-ylmethyl)furo[2,3-d]pyrimidine-5-carboxamide CC=1N=C(C2=C(N1)OC=C2C(=O)NCC=2OC=CN2)NC2(CC2)C